1-methoxy-11-((2-methylallyl)oxy)-5,6,6a,7-tetrahydro-4H-dibenzo[de,g]quinolin-2-ol hydrochloride Cl.COC1=C(C=C2CCNC3CC4=C(C1=C23)C(=CC=C4)OCC(=C)C)O